(2-methyl-2-undecyl-1,3-dioxolan-4-yl)methyl (4-nitrophenyl) carbonate C(OCC1OC(OC1)(CCCCCCCCCCC)C)(OC1=CC=C(C=C1)[N+](=O)[O-])=O